OCC=1C=C(C=CC1)CC#N 2-(3-(hydroxymethyl)phenyl)acetonitrile